2,5-difluoro-N-(1,1,1-trifluoropropan-2-yl)benzamide hydrochloric acid salt Cl.FC1=C(C(=O)NC(C(F)(F)F)C)C=C(C=C1)F